CN(C([C@@H](C)N1C2=C(OC(C1=O)(F)F)C=C(C(=C2)C2=C(C(=C(C(=C2F)F)F)F)F)F)=O)CCC(=O)OC methyl (R)-3-(N-methyl-2-(2,2,7-trifluoro-3-oxo-6-(perfluorophenyl)-2,3-dihydro-4H-benzo[b][1,4]oxazin-4-yl)propanamido)propanoate